Bis(sulfosuccinimidyl) glutarate C(CCCC(=O)ON1C(C(CC1=O)S(=O)(=O)O)=O)(=O)ON1C(C(CC1=O)S(=O)(=O)O)=O